1-(5Z,8Z,11Z,14Z-eicosatetraenoyl)-2-(6Z,9Z,12Z-octadecatrienoyl)-glycero-3-phosphocholine CCCCC/C=C\C/C=C\C/C=C\CCCCC(=O)O[C@H](COC(=O)CCC/C=C\C/C=C\C/C=C\C/C=C\CCCCC)COP(=O)([O-])OCC[N+](C)(C)C